(1,1-dimethyl-3-propylindan-4-yl)acetamide CC1(CC(C2=C(C=CC=C12)CC(=O)N)CCC)C